2-(((2R,3S,4R,5R)-5-(6-amino-2-chloro-9H-purin-9-yl)-3-ethynyl-3,4-dihydroxytetrahydrofuran-2-yl)methoxy)-2-(4-(1-methyl-2-oxo-1,2-dihydropyridin-3-yl)benzyl)malonic acid NC1=C2N=CN(C2=NC(=N1)Cl)[C@H]1[C@@H]([C@@]([C@H](O1)COC(C(=O)O)(C(=O)O)CC1=CC=C(C=C1)C=1C(N(C=CC1)C)=O)(O)C#C)O